C12COCC(CC1)N2C=2C1=C(N=CN2)NC(=C1)C1=CC=C(C=C1)NC=1C=NC(=NC1)N1C[C@@H](CCC1)NC(C=C)=O N-((3R)-1-(5-((4-(4-(3-oxa-8-azabicyclo[3.2.1]octan-8-yl)-7H-pyrrolo[2,3-d]pyrimidin-6-yl)phenyl)amino)pyrimidin-2-yl)piperidin-3-yl)acrylamide